C=C\C=C/CC cis-hexadien